5-(isoxazol-4-yl)-2-aminobenzoxazole O1N=CC(=C1)C=1C=CC2=C(N=C(O2)N)C1